silver-aluminum-silicon [Si].[Al].[Ag]